1-(3-fluoropyridin-2-yl)-4-oxido-1,4-azaphosphinan FC=1C(=NC=CC1)N1CCP(CC1)=O